2,3-dehydroadipyl-coA CC(C)(COP(=O)(O)OP(=O)(O)OC[C@@H]1[C@H]([C@H]([C@@H](O1)N2C=NC3=C(N=CN=C32)N)O)OP(=O)(O)O)[C@H](C(=O)NCCC(=O)NCCSC(=O)/C=C\CCC(=O)O)O